CN(C)[C@@H](C)[C-]1C=CC=C1.[CH-]1C=CC=C1.[Fe+2] (S)-N,N-dimethyl-1-ferrocenylethylamine